C1=C(C=CC2=CC=CC=C12)S(=O)(=O)/C=C/C(=O)C1=CC=CC=C1 (E)-3-(2-naphthalenesulfonyl)-1-phenyl-2-propen-1-one